ClCCCCS(=O)(=O)N[C@@H]1CC(CN(C1)C(=O)OC(C)(C)C)(F)F tert-butyl (5R)-5-[(4-chlorobutane-1-sulfonyl)amino]-3,3-difluoropiperidine-1-carboxylate